(E)-2-Methyl-5-(2,6,6-trimethylcyclohex-1-en-1-yl)pent-2-en-1-ol C/C(/CO)=C\CCC1=C(CCCC1(C)C)C